C(#N)N1C[C@@](CCC1)(F)C1=NN=C(O1)C1=CC(=NC=C1)C#N (R)-4-(5-(1-cyano-3-fluoropiperidin-3-yl)-1,3,4-oxadiazol-2-yl)picolinenitrile